1-O-hexadecanyl-2-O-(9Z-octadecenyl)-sn-glycero-3-phosphoethanolamine C(CCCCCCCCCCCCCCC)OC[C@@H](OC=CCCCCCCCCCCCCCCCC)COP(=O)(O)OCCN